N1(C=NC=C1)C(=O)OC1CC=C(CC1)C=1C=C(C=2N(N1)CC(N2)(C)C)C(N[C@H](C)C2=C(C(=CC=C2)C(F)F)F)=O 4-(8-(((R)-1-(3-(difluoromethyl)-2-fluorophenyl)ethyl)carbamoyl)-2,2-dimethyl-2,3-dihydroimidazo[1,2-b]pyridazin-6-yl)cyclohex-3-en-1-yl 1H-imidazole-1-carboxylate